C(=CCC)(C(=O)O)C(=O)O butenedicarboxylic acid